Natrium butanolat C(CCC)[O-].[Na+]